ClC=1C(=CC(=NC1)OC)C1=CC(=NN1)C(=O)N1CCC(CC1)(C(=O)NCC1=CC(=CC=C1)Cl)OCC(F)(F)F 1-[5-(5-chloro-2-methoxypyridin-4-yl)-1H-pyrazole-3-carbonyl]-N-[(3-chlorophenyl)methyl]-4-(2,2,2-trifluoroethoxy)piperidine-4-carboxamide